Cl.NCCCCNC=1C=C(C=CC1C(F)(F)F)N1C(OC=N1)=O {3-[(4-Aminobutyl)amino]-4-(trifluoromethyl)phenyl}-1,3,4-oxadiazol-2(3H)-one hydrochloride